8-Cyclopentyl-5-methyl-7-oxo-7,8-dihydropyrido[2,3-d]pyrimidin C1(CCCC1)N1C(C=C(C2=C1N=CN=C2)C)=O